Cl.CC1=CC(=NN1C1=CC2=CC=CC=C2C=C1)OCCN1CCCCC1 1-{2-[5-methyl-1-(naphthalen-2-yl)-1H-pyrazol-3-yloxy]ethyl}piperidine hydrochloride